COC(C#CCCO[Si](C)(C)C)OC 1,1-dimethoxy-5-trimethylsiloxy-2-pentyne